C(C)(C)(C)C1CC2=C(C3CC(C(=CN13)C(=O)OCC)=O)C=C(C(=C2)OCCCOC)Cl ethyl 6-tert-butyl-10-chloro-9-(3-methoxypropoxy)-2-oxo-1,6,7,11b-tetrahydrobenzo[a]quinolizine-3-carboxylate